8-[(1R)-1-[2-(hydroxymethyl)anilino]ethyl]-3,6-dimethyl-2-phenyl-benzopyran-4-one OCC1=C(N[C@H](C)C2=CC(=CC=3C(C(=C(OC32)C3=CC=CC=C3)C)=O)C)C=CC=C1